[Cr].[Bi] Bismuth-chromium